9-(4-methylpiperazin-1-yl)-5,12-dihydropyrido[2,3-b]phenazine-8-carbonitrile CN1CCN(CC1)C1=C(C=C2N=C3CC4=C(CC3=NC2=C1)N=CC=C4)C#N